FC(C1=CC=C(CN2C(CN(CC2)CC2=CC=C(OC(C(=O)OCC)(C)C)C=C2)C)C=C1)(F)F Ethyl 2-(4-((4-(4-(trifluoromethyl)benzyl)-3-methylpiperazin-1-yl)methyl)phenoxy)-2-methylpropanoate